N1=CC=CC2=CC=CC(=C12)CN1CC2N(CC1)C(CNC2=O)=O 2-(quinolin-8-ylmethyl)hexahydro-2H-pyrazino[1,2-a]pyrazine-6,9-dione